4-amino-7-cyclopropyl-1-(isoquinolin-5-yl)-2-oxo-1,2-dihydroquinoline-3-carboxylic acid methyl ester COC(=O)C=1C(N(C2=CC(=CC=C2C1N)C1CC1)C1=C2C=CN=CC2=CC=C1)=O